tert-butyl (R)-4-amino-3,3-difluoropyrrolidine-1-carboxylate N[C@H]1C(CN(C1)C(=O)OC(C)(C)C)(F)F